C(C1=CN=CC=C1)(=O)OC1=C(C(=CC(=C1)Br)/C=N/C(C(C)C)O)OC(C(C)C)=O (E)-5-bromo-3-((1-hydroxy-2-methylprop-ylimino)methyl)-2-(isobutyryloxy)phenyl nicotinate